2-(6-(((1S,3S,5R,7S)-7-fluoro-1,8-dimethyl-8-azabicyclo[3.2.1]octan-3-yl)oxy)pyridazin-3-yl)-5-(1H-imidazol-1-yl)phenol F[C@H]1C[C@H]2C[C@@H](C[C@@]1(N2C)C)OC2=CC=C(N=N2)C2=C(C=C(C=C2)N2C=NC=C2)O